4,5-dichloro-2-(4,4-difluoroazepan-1-yl)benzoic acid ClC1=CC(=C(C(=O)O)C=C1Cl)N1CCC(CCC1)(F)F